6-{5-chloro-2-[(oxan-4-yl)amino]pyrimidin-4-yl}-2-[2-(morpholin-4-yl)ethyl]-2,3-dihydro-1H-isoindol-1-one ClC=1C(=NC(=NC1)NC1CCOCC1)C1=CC=C2CN(C(C2=C1)=O)CCN1CCOCC1